[Cl-].[Cl-].C(C)=[Ti+]C1(C(=C(C(=C1C)C)C)C)C1C=CC2=CC=CC=C12.C(C)=[Ti+]C1(C(=C(C(=C1C)C)C)C)C1C=CC2=CC=CC=C12 ethylidene(1-indenyl-2,3,4,5-tetramethyl-1-cyclopentadienyl)titanium (IV) dichloride